Methyl ((benzyloxy)carbonyl)-L-homoserinate C(C1=CC=CC=C1)OC(=O)N[C@@H](CCO)C(=O)OC